(1R,2R,4S,6S)-2-(hydroxymethyl)-6-isobutyl-2-(methoxymethyl)quinuclidin-3-one OC[C@@]1(N2[C@H](C[C@@H](C1=O)CC2)CC(C)C)COC